FC1(CC(C1)NC=1N=CC2=C(N1)NC=C2C=2C=C1C=NC=NC1=CC2)F N-(3,3-difluorocyclobutyl)-5-(quinazolin-6-yl)-7H-pyrrolo[2,3-d]pyrimidin-2-amine